(1r,2s)-2-vinylcyclopropane-1-carboxylic acid C(=C)[C@H]1[C@@H](C1)C(=O)O